CC1=C(C2=C(N=CN=C2NC2(CC2)C)O1)C(=O)NC1=NC=CC=C1C 6-methyl-4-[(1-methylcyclopropyl)amino]-N-(3-methylpyridin-2-yl)furo[2,3-d]pyrimidine-5-carboxamide